ClC1=C(C=CC(=C1)C=1C=C(C2=CN(N=C2C1)C(C(NC=1SC=CN1)=O)C1=C2N(C=N1)CCC2)Cl)N2CCN(CC2)C(=O)OC(C)(C)C tert-butyl 4-(2-chloro-4-(4-chloro-2-(1-(6,7-dihydro-5H-pyrrolo[1,2-c]imidazol-1-yl)-2-oxo-2-(thiazol-2-ylamino)ethyl)-2H-indazol-6-yl)phenyl)piperazine-1-carboxylate